CC1=CC(=C(C=C1)OB(O)O)[N+](=O)[O-] (4-methyl-2-nitrophenyl)boric acid